5-fluoro-4-iodo-N-(1-methyl-1H-pyrazol-5-yl)pyridin-2-amine FC=1C(=CC(=NC1)NC1=CC=NN1C)I